bis[2,6-difluoro-3-(pyrrol-1-yl)-phenyl]titanium(IV) FC1=C(C(=CC=C1N1C=CC=C1)F)[Ti+2]C1=C(C(=CC=C1F)N1C=CC=C1)F